benzyl N-[4,4-difluoro-1-(6-fluoro-4-iodopyridin-2-yl)pyrrolidin-3-yl]carbamate FC1(C(CN(C1)C1=NC(=CC(=C1)I)F)NC(OCC1=CC=CC=C1)=O)F